OC1=C(C=CC(=C1OC)O)CC(=O)NCC(=O)NO 2-(2,4-Dihydroxy-3-methoxyphenyl)-N-(2-(hydroxy-amino)-2-oxoethyl)acetamide